lauryl-aminoether C(CCCCCCCCCCC)ON